N-(3,5-difluoro-4-((6S,7S)-7-isobutyl-8-methyl-6,7,8,9-tetrahydro-3H-pyrazolo[3,4-h]isoquinolin-6-yl)phenyl)-1-(3,3,3-trifluoropropyl)azetidin-3-amine FC=1C=C(C=C(C1[C@H]1[C@@H](N(CC=2C3=C(C=CC12)NN=C3)C)CC(C)C)F)NC3CN(C3)CCC(F)(F)F